tert-Butyl 4-[(2R,4R)-4-fluoro-2-(methoxycarbonyl)pyrrolidin-1-yl]piperidine-1-carboxylate F[C@@H]1C[C@@H](N(C1)C1CCN(CC1)C(=O)OC(C)(C)C)C(=O)OC